bis[3-(3-aminophenoxy)phenyl] sulfide NC=1C=C(OC=2C=C(C=CC2)SC2=CC(=CC=C2)OC2=CC(=CC=C2)N)C=CC1